C(C)(C)(C)OC(=O)N1CCN(CC1)C1=NC=C(C(=O)O)C=C1 6-(4-(tert-butoxycarbonyl)-1-piperazinyl)nicotinic acid